3-chloro-5-cyclopropoxy-4-(5-(3,5-dimethylisoxazol-4-yl)-1-(tetrahydro-2H-pyran-4-yl)-1H-pyrrolo[2,3-b]pyridin-3-yl)benzoic acid ClC=1C=C(C(=O)O)C=C(C1C1=CN(C2=NC=C(C=C21)C=2C(=NOC2C)C)C2CCOCC2)OC2CC2